C(CCCCCCCCCCCCCCC)NC(O[C@H]1[C@@H](O[C@@H]([C@H]1O)CO)N1C(N=C(C=C1)N)=O)=O (2R,3R,4R,5R)-2-(4-amino-2-oxopyrimidin-1(2H)-yl)-4-hydroxy-5-(hydroxymethyl)tetrahydrofuran-3-yl hexadecylcarbamate